N-((3R,4S)-4-((8-amino-6-(2,6-dichloro-3,5-dimethoxyphenyl)pyrido[3,4-d]pyrimidin-2-yl)amino)tetrahydrofuran-3-yl)acrylamide NC1=NC(=CC2=C1N=C(N=C2)N[C@H]2[C@H](COC2)NC(C=C)=O)C2=C(C(=CC(=C2Cl)OC)OC)Cl